C(CCCCCCCCCCCCCCCCC)C(C(=O)N)(CCCCCCCC(=O)N)CCCCCCCCCCCCCCCCCC distearyl-sebacic acid diamide